2-ethyl-9,10-bis(n-pentanoyloxy)anthracene C(C)C1=CC2=C(C3=CC=CC=C3C(=C2C=C1)OC(CCCC)=O)OC(CCCC)=O